C=C1CCN(CC1)C(=O)C1=CC=CC=C1 (4-methylenepiperidin-1-yl)(phenyl)methanone